2-(2-[4-[2-(2,6-dioxopiperidin-3-yl)-1,3-dioxoisoindol-5-yl]piperazin-1-yl]ethoxy)acetaldehyde O=C1NC(CCC1N1C(C2=CC=C(C=C2C1=O)N1CCN(CC1)CCOCC=O)=O)=O